ClC=1C=C(C=C(C1)Cl)C=1NC=2N=C3N(C(C2N1)=O)CCCCC3 (3,5-dichlorophenyl)-3,5,6,7,8,9-hexahydro-11H-azepino[1,2-a]purin-11-one